CC1(OC2=C(C(=C(C(=C2CC1)C)O)C)C)C(=O)O 2,5,7,8-tetramethyl-6-hydroxychroman-2-carboxylic acid